FC1=C(C=CC=C1)C=1C(=CC2=C(N(C(N=C2N2[C@H](CNCC2)C)=O)C=2C(=NC=CC2C)C(C)C)N1)C#N (S)-7-(2-fluorophenyl)-1-(2-isopropyl-4-methylpyridin-3-yl)-4-(2-methylpiperazin-1-yl)-2-oxo-1,2-dihydropyrido[2,3-d]pyrimidine-6-carbonitrile